NC=1SC2=C(N1)C=C1C(=C2F)O[C@H](CO1)CO (S)-(2-amino-9-fluoro-6,7-dihydro-[1,4]dioxino[2',3':4,5]benzo[1,2-d]thiazol-7-yl)methanol